3,4-dibutylthienylvinylene C(CCC)C1=C(SC=C1CCCC)C#C